TBDPSsilicon [Si](C1=CC=CC=C1)(C1=CC=CC=C1)(C(C)(C)C)[Si]